C(C)(=O)O[C@H]1[C@H](OC(C)=O)[C@@H](OC(C)=O)[C@H](OC(C)=O)CO1 1,2,3,4-tetra-O-acetyl-β-D-xylpyranose